CC=1C(=CC=2C(=NON2)C1)C(=O)N 6-methylbenzo[c][1,2,5]Oxadiazole-5-carboxamide